[4-([4-[(E)-2-ethoxyvinyl] phenyl] methyl)-8-fluoro-3-oxo-1,5-dihydro-2,4-benzodiazepin-2-yl] piperidine-1-carboxylate N1(CCCCC1)C(=O)ON1C(N(CC2=C(C1)C=C(C=C2)F)CC2=CC=C(C=C2)\C=C\OCC)=O